2-methyl-6-(7-methyl-1H-indol-3-yl)pyridin-3-amine CC1=NC(=CC=C1N)C1=CNC2=C(C=CC=C12)C